COC(C=O)(C)OC methylglyoxal-1,1-dimethyl acetal